3-bromo-5-fluoro-1-(4-fluorophenyl)-2-isopropyl-4-(methoxymethoxy)-pyrrolo[2,3-c]pyridine BrC1=C(N(C2=CN=C(C(=C21)OCOC)F)C2=CC=C(C=C2)F)C(C)C